C(CCCCCCCCCCC)N(CCC(C(C(=O)N)=C)(C(=O)N)CCN(CCCCCCCCCCCC)CCCCCCCCCCCC)CCCCCCCCCCCC bis(2-(didodecylamino)ethyl)-2-methylenesuccinamide